3-(1'-((8-fluoronaphthalen-1-yl)methyl)-7-oxo-5,7-dihydro-2H,6H-spiro[furo[2,3-f]isoindole-3,4'-piperidin]-6-yl)piperidine-2,6-dione FC=1C=CC=C2C=CC=C(C12)CN1CCC2(CC1)COC1=CC=3C(N(CC3C=C12)C1C(NC(CC1)=O)=O)=O